2-((2R,5S)-1-(bis(4-fluorophenyl)methyl)-5-methylpiperazin-2-yl)acetonitrile hydrochloride Cl.FC1=CC=C(C=C1)C(N1[C@@H](CN[C@H](C1)C)CC#N)C1=CC=C(C=C1)F